Cl.NC1CCN(CC1)C1=NC=C(C=2CN(CCC12)CC1=CC=CC=C1)C#N 1-(4-aminopiperidin-1-yl)-6-benzyl-5,6,7,8-tetrahydro-2,6-naphthyridine-4-carbonitrile hydrochloride